CC1=CC=C(S1)C1=NC=2C(=C3C(=NC2)N(C=C3)S(=O)(=O)C3=CC=CC=C3)N1C=1C=NN(C1)C1(CNC1)CC#N 2-(3-(4-(2-(5-methylthiophen-2-yl)-6-(benzenesulfonyl)imidazo[4,5-d]pyrrolo[2,3-b]pyridin-1(6H)-yl)-1H-pyrazol-1-yl)azetidin-3-yl)acetonitrile